C[Si](CCOCN1C=NC=C1C(=O)OCC)(C)C ethyl 1-((2-(trimethylsilyl) ethoxy) methyl)-1H-imidazole-5-carboxylate